N-(β-aminoethyl)-γ-aminopropyl-trimethyloxysilane tert-butyl-1-(methoxymethyl)-3-oxo-5-(trifluoromethyl)isoindoline-2-carboxylate C(C)(C)(C)OC(=O)N1C(C2=CC=C(C=C2C1=O)C(F)(F)F)COC.NCCNCCC[Si](OC)(OC)OC